CC1=CC=C(C=C1)SN S-4-methylphenyl-sulfenamide